((3-(4-Chlorophenyl)-1,2,4-oxadiazol-5-yl)amino)-N'-hydroxypyridineformamidine ClC1=CC=C(C=C1)C1=NOC(=N1)NC=1C(=NC=CC1)C(=NO)N